FC=1C=C2CC3C(C2=CC1F)(C=1C=CC=CC1C3)N3N1C(C(N(C3)CC3CCOCC3)=O)=C(C(C=C1)=O)O 1-(2,3-difluoro-9a,10-dihydroindeno[1,2-a]inden-4b(9H)-yl)-5-hydroxy-3-((tetrahydro-2H-pyran-4-yl)methyl)-2,3-dihydro-1H-pyrido[2,1-f][1,2,4]triazine-4,6-dione